5-(3,4-methylenedioxyphenyl)uridine C1OC=2C=C(C=CC2O1)C=1C(NC(N([C@H]2[C@H](O)[C@H](O)[C@@H](CO)O2)C1)=O)=O